(7S)-7-tert-butyl-N-[(1R)-3-(3-hydroxypyrrolidin-1-yl)-1-[4-(6-oxo-1H-pyridin-3-yl)phenyl]propyl]-5,6,7,8-tetrahydrothiazolo[5,4-b]quinoline-2-carboxamide C(C)(C)(C)[C@@H]1CC=2C=C3C(=NC2CC1)SC(=N3)C(=O)N[C@H](CCN3CC(CC3)O)C3=CC=C(C=C3)C3=CNC(C=C3)=O